OC1=CC=C(C=C1)C(C)(C)C1=CC(=CC(=C1)C(C)(C)C1=CC=C(C=C1)O)C(C)(C)C1=CC=C(C=C1)O 1,3,5-tris((p-hydroxyphenyl)-isopropyl)benzene